tert-butyl N-(3,4-difluoro-2-formylphenyl)carbamate FC=1C(=C(C=CC1F)NC(OC(C)(C)C)=O)C=O